CC1(C2=CC=CC=C2C=2C=CC(=CC12)B(O)O)C (9,9-dimethyl-9H-fluoren-2-yl)boronic acid